COC([C@@H](NC(=O)OC(C)(C)C)CO)=O N-Bocserine methyl ester